4,5-Difluoro-11-(propan-2-yl)-11-azatricyclo[6.2.1.02,7]undeca-2,4,6,9-tetraene hydrochloride Cl.FC=1C=C2C3C=CC(C2=CC1F)N3C(C)C